C(C)(C)(C)OC(=O)N1[C@@](CC[C@@H]1C1=CC=C(C=C1)O)(C(=O)O)C 2-methyl-(2S,5R)-5-(4-hydroxyphenyl)pyrrolidine-1,2-dicarboxylic acid-1-(tert-butyl) ester